ClC1=C(C(=NN1C)C1=NOC=C1C)C(=O)N1CC2(CCC1)CCN(CC2)CCC(C)(C)C (5-Chloro-1-methyl-3-(4-methylisoxazol-3-yl)-1H-pyrazol-4-yl)(9-(3,3-dimethylbutyl)-2,9-diazaspiro[5.5]undecan-2-yl)methanone